4-(4-methylpiperazin-1-yl)-2-[(2,2,2-trifluoroacetyl)-[1-(2,2,2-trifluoroacetyl)-3-piperidyl]amino]benzoic acid CN1CCN(CC1)C1=CC(=C(C(=O)O)C=C1)N(C1CN(CCC1)C(C(F)(F)F)=O)C(C(F)(F)F)=O